COC(C(CCOS(=O)(=O)C1=CC=C(C)C=C1)OC)=O 2-methoxy-4-(p-toluenesulfonyloxy)butanoic acid methyl ester